methyl 7-bromo-2-methyl-5-[[(2,2,2-trichloroacetyl)carbamoyl]amino]-2H-indazole-4-carboxylate BrC1=CC(=C(C2=CN(N=C12)C)C(=O)OC)NC(NC(C(Cl)(Cl)Cl)=O)=O